(5-cyclopropylisoxazol-3-yl)-(2,4-dichloro-3-pyridyl)methanone C1(CC1)C1=CC(=NO1)C(=O)C=1C(=NC=CC1Cl)Cl